CC(C=O)=CCC1=C(CCCC1(C)C)C 2-methyl-4-(2,6,6-trimethylcyclohexene-1-yl)-2-butenal